2-(2-imino-1,3-diazinan-1-yl)acetic acid N=C1N(CCCN1)CC(=O)O